N-tert-butoxycarbonyl-4-aminobutyric Acid C(C)(C)(C)OC(=O)NCCCC(=O)O